2-(o-aminophenyl)oxazoline NC1=C(C=CC=C1)C=1OCCN1